ClC1=C(C=NN1C1CCS(CC1)(=NC)=O)NC=1N=C(C2=C(N1)NC=C2)NCCS(=O)(=O)C (1s,4s)-4-(5-chloro-4-((4-((2-(methylsulfonyl)ethyl)amino)-7H-pyrrolo[2,3-d]pyrimidin-2-yl)amino)-1H-pyrazol-1-yl)-1-(methylimino)hexahydro-1λ6-thiopyran 1-oxide